(4-(4-(dimethoxymethyl)piperidin-1-yl)phenyl)boronic acid COC(C1CCN(CC1)C1=CC=C(C=C1)B(O)O)OC